C1(CC1)CCN(C1=C2CN(C(C2=CC=C1)=O)N1C(CCCC1=O)=O)C1CCC(CC1)N1CC(CC1)(F)F 4-[(2-cyclopropylethyl)[(1s,4s)-4-(3,3-difluoropyrrolidin-1-yl)cyclohexyl]amino]-1-oxo-3H-isoindol-2-ylpiperidine-2,6-dione